1-(3-((4-((4-([1,2,4]triazolo[1,5-a]pyridin-7-yloxy)-3-methylphenyl)amino)pyrrolo[2,1-f][1,2,4]triazin-5-yl)(methyl)amino)azetidin-1-yl)prop-2-en-1-one N=1C=NN2C1C=C(C=C2)OC2=C(C=C(C=C2)NC2=NC=NN1C2=C(C=C1)N(C1CN(C1)C(C=C)=O)C)C